(4-bromophenyl)-6-(2,6-dichlorophenyl)-4-hydroxynicotinonitrile BrC1=CC=C(C=C1)C1=C(C#N)C(=CC(=N1)C1=C(C=CC=C1Cl)Cl)O